BrC1=CC=CC(=N1)OCC=1C(=NC(=CC1)C(F)(F)F)CCCO 3-[3-[(6-bromo-2-pyridinyl)oxymethyl]-6-(trifluoromethyl)-2-pyridinyl]propan-1-ol